C(C)(=O)OC1O[C@@H]([C@@]([C@H]1OC(C)=O)(C)OC(C)=O)COC(C1=CC=CC=C1)=O (3R,4R,5R)-5-((benzoyloxy) methyl)-4-methyltetrahydrofuran-2,3,4-triyl triacetate